N-{6-hydroxyspiro[3.3]Hept-2-yl}carbamic acid tert-butyl ester C(C)(C)(C)OC(NC1CC2(C1)CC(C2)O)=O